C1(CC1)N(C(=O)N1CC(C1)OC(=O)NC1(CN(C1)C(=O)OC(C)(C)C)C(F)(F)F)C tert-butyl 3-((((1-(cyclopropyl(methyl)carbamoyl)azetidin-3-yl)oxy)carbonyl)amino)-3-(trifluoromethyl)azetidine-1-carboxylate